6-(3-isopropyl-5-(piperidin-4-yl)-1H-indol-2-yl)-[1,2,4]triazolo[4,3-a]pyrazin-8-ol C(C)(C)C1=C(NC2=CC=C(C=C12)C1CCNCC1)C=1N=C(C=2N(C1)C=NN2)O